α-D-Allofuranose O[C@@H]1[C@H](O)[C@H](O)[C@H](O1)[C@H](O)CO